(R)-2-(2-(5-(tert-Butoxycarbonylamino)-3-carbamoyl-1H-indazol-1-yl)-N-(1-(tert-butyldimethylsilyloxy)propan-2-yl)acetamido)acetic acid C(C)(C)(C)OC(=O)NC=1C=C2C(=NN(C2=CC1)CC(=O)N([C@@H](CO[Si](C)(C)C(C)(C)C)C)CC(=O)O)C(N)=O